CC(CC1=CC=CC=C1)(C)OC([C@@H](CC=1C=C2C=NNC2=C(C1)C)NC(=O)N1CCC(CC1)N1C(NC2=CC=CC=C2C1)=O)=O |r| (±)-3-(7-Methyl-1H-indazol-5-yl)-2-{[4-(2-oxo-1,4-dihydro-2H-quinazolin-3-yl)-piperidine-1-carbonyl]-amino}-propionic acid 1,1-dimethyl-2-phenyl-ethyl ester